tert-butyl 4-(4-bromo-3-chlorophenyl)-1H-pyrazole-1-carboxylate BrC1=C(C=C(C=C1)C=1C=NN(C1)C(=O)OC(C)(C)C)Cl